IC1=CC=C(C=C1)N1C[C@@H]2[C@H](C1)COC2 (3aR,6aS)-5-(4-Iodophenyl)hexahydro-1H-furo[3,4-c]pyrrole